FC(C1=NN=C(O1)C=1C=CC(=NC1)CN1N=NC(=C1CN(C)C)C1=CC=CC=C1)F 1-(1-((5-(5-(difluoromethyl)-1,3,4-oxadiazol-2-yl)pyridin-2-yl)methyl)-4-phenyl-1H-1,2,3-triazol-5-yl)-N,N-dimethylmethanamine